[4-[6-[2-methyl-3-(trifluoromethyl)-1H-pyrrolo[2,3-b]pyridin-5-yl]-2-pyridyl]morpholin-3-yl]methanol CC1=C(C=2C(=NC=C(C2)C2=CC=CC(=N2)N2C(COCC2)CO)N1)C(F)(F)F